(Tert-butyl)-N-(4'-methoxy-3'-methyl-2-(2H-tetrazol-5-yl)-[1,1'-biphenyl]-4-yl)piperidine-1-carboxamide C(C)(C)(C)C1N(CCCC1)C(=O)NC1=CC(=C(C=C1)C1=CC(=C(C=C1)OC)C)C=1N=NNN1